4,5-DIAMINO-2-BROMOBENZALDEHYDE NC1=CC(=C(C=O)C=C1N)Br